FC=1C(=C(C=NC1)C=1C(N(C2=CC(=NC=C2C1)NC(OC(C)(C)C)=O)C)=O)C tert-butyl N-[3-(5-fluoro-4-methylpyridin-3-yl)-1-methyl-2-oxo-1,6-naphthyridin-7-yl]carbamate